BrC1=CC=C(C=C1)N=NC1=CC=C(C=C1)C1=CC=CC2=CC3=CC=CC=C3C=C12 4-bromo-4'-anthryl-azobenzene